PYRROLEAMIDOPYRIDONE N1C(=CC=C1)C(=O)NC=1C(NC=CC1)=O